C1(CCC1)C=1C(=NN(C1NC(O[C@H](C)C1CC1)=O)C)C1CC(C1)(F)F (R)-1-cyclopropylethyl (4-cyclobutyl-3-(3,3-difluorocyclobutyl)-1-methyl-1H-pyrazol-5-yl)carbamate